C(N)(OCCOC(=O)OCCOC(N)=O)=O carbonylbis(oxy)bis(ethane-2,1-diyl) dicarbamate